CC1=CC=C(C=C1)S(=O)(=O)NC(CCl)CCCl 2-(4'-methylbenzenesulfonyl)amino-1,4-dichlorobutane